C(C1=CC=CC=C1)S\C(=C/C(C[C@H](CCC=C(C)C)C)=O)\[Si](C)(C)C (S,Z)-1-(Benzylthio)-5,9-dimethyl-1-(trimethylsilyl)deca-1,8-dien-3-one